NC=1N=CC2=C(N1)NC(C=C2)=O 2-AMINO-PYRIDO[2,3-D]PYRIMIDIN-7(8H)-ONE